3,4,6-tris(carbazol-9-yl)-2-(pyridin-4-yl)benzene-1-carbonitrile C1=CC=CC=2C3=CC=CC=C3N(C12)C=1C(=C(C(=CC1N1C2=CC=CC=C2C=2C=CC=CC12)N1C2=CC=CC=C2C=2C=CC=CC12)C#N)C1=CC=NC=C1